CC(=C)C=C(C)C 2,4-dimethyl-pentadiene